(R)-4'-phenyl-4,5-dihydro-1'H,3H-spiro[furan-2,2'-naphthalene]-1'-one C1(=CC=CC=C1)C1=C[C@]2(C(C3=CC=CC=C13)=O)OCCC2